C1(CCC1)CN1C(N(CC12CCC(CC2)(C2=CC=CC=C2)N(C)C)C2=CC=CC=C2)=O 1-(cyclobutyl-methyl)-8-dimethylamino-3,8-diphenyl-1,3-diazaspiro[4.5]decan-2-one